[11CH3][C@](N)(CC1=CNC2=CC=CC=C12)C(=O)O alpha-[11C]-Methyl-L-tryptophan